COC(CN1C(C2=CC=C(C(=C2C2(C(C2)(F)F)C1)F)Br)=O)=O 2-[6-Bromo-1',1',5-trifluoro-1-oxospiro[3H-isoquinolin-4,2'-cyclopropan]-2-yl]acetic acid methyl ester